(E)-5,5-dimethyl-3-((3-(3,4,5-trifluorophenyl)allyl)thio)-4,5-dihydroisoxazole CC1(CC(=NO1)SC\C=C\C1=CC(=C(C(=C1)F)F)F)C